CC1=C(C=2N(N=C1OCC1=NC=3CCN(CC3C=C1)C1COC1)C(=NN2)C2=NOC(=C2)C)C 3-(7,8-Dimethyl-6-((6-(oxetan-3-yl)-5,6,7,8-tetrahydro-1,6-naphthyridin-2-yl)methoxy)-[1,2,4]triazolo[4,3-b]pyridazin-3-yl)-5-methylisoxazole